FC1(OC2=C(N(C1=O)CC#C)C=C(C(=C2)F)N2C(C=1CCCCC1C2=O)=O)F 2-(2,2,7-Trifluoro-3-oxo-4-prop-2-ynyl-3,4-dihydro-2H-benzo[1,4]oxazin-6-yl)-4,5,6,7-tetrahydro-isoindole-1,3-di-one